N-(trans-3-methoxycyclohexyl)picolinamide (S)-(tert-butyl-1-(3-(4-((5-chloropyridin-2-yl)oxy)phenyl)-1,2,4-oxadiazol-5-yl)-3-hydroxypropan-2-yl)carbamate C(C)(C)(C)C([C@H](CC1=NC(=NO1)C1=CC=C(C=C1)OC1=NC=C(C=C1)Cl)NC(O)=O)O.CO[C@@H]1C[C@H](CCC1)NC(C1=NC=CC=C1)=O